ClCC(=O)N(C)C1CC1 2-chloro-N-cyclopropyl-N-methylacetamide